C(C)(C)(C)OC(=O)N1[C@@H](COCC1)C1=C(C=CC=C1)Br (R)-3-(2-bromophenyl)morpholine-4-carboxylic acid tert-butyl ester